4-[[(2R,3R,4R,5S)-3-(3,4-Difluoro-2-vinyl-phenyl)-4,5-dimethyl-5-(trifluoromethyl)tetrahydrofuran-2-carbonyl]amino]pyridin-2-carboxamid FC=1C(=C(C=CC1F)[C@@H]1[C@@H](O[C@@]([C@@H]1C)(C(F)(F)F)C)C(=O)NC1=CC(=NC=C1)C(=O)N)C=C